1-{[6-chloro-5-(trifluoromethyl)(2-pyridyl)]methylamino}-3,4-dimethylazoline-2,5-dione ClC1=C(C=CC(=N1)CNN1C(C(=C(C1=O)C)C)=O)C(F)(F)F